3-((2-(1-hydroxyethyl)-6-nitrobenzofuran-5-yl)oxy)-N,N-bis(methyl-d3)benzamide OC(C)C=1OC2=C(C1)C=C(C(=C2)[N+](=O)[O-])OC=2C=C(C(=O)N(C([2H])([2H])[2H])C([2H])([2H])[2H])C=CC2